C(C)(C)C=1C2=C(C(NN1)=O)N(N=C2)C 4-isopropyl-1-methyl-6H-pyrazolo[3,4-d]pyridazin-7-one